N-(3,3-dimethylcyclobutyl)-5-(2-methyl-1-(tetrahydro-2H-pyran-4-yl)-1H-imidazo[4,5-b]pyridin-6-yl)pyrrolo[2,1-f][1,2,4]triazin-2-amine CC1(CC(C1)NC1=NN2C(C=N1)=C(C=C2)C=2C=C1C(=NC2)N=C(N1C1CCOCC1)C)C